indeno[2,1-b]fluorene-10,12-dione C1=C2C(C3=CC=4C(C5=CC=CC=C5C4C=C3C2=CC=C1)=O)=O